C1(=C(C=CC=C1)N1CCNCC1)C1=CC=CC=C1 4-([1,1'-biphenyl]-2-yl)piperazin